1-amino-4-[3-(4,6-dichloro[1,3,5]triazine-2-ylamino)-4-sulfophenylamino]-9,10-dioxo-9,10-dihydroanthracene-2-sulfonate NC1=C(C=C(C=2C(C3=CC=CC=C3C(C12)=O)=O)NC1=CC(=C(C=C1)S(=O)(=O)O)NC1=NC(=NC(=N1)Cl)Cl)S(=O)(=O)[O-]